FC=1C=CC(=C2C=COC21)C(=O)OC methyl 7-fluorobenzofuran-4-carboxylate